FC(C(=O)O)(F)F.NC1=NC=NC2=CC(=CC(=C12)C1=CC=C(C=C1)NC(=O)C=1C(N(C(N(C1)C(C)C)=O)C1=NC=CC=C1)=O)C1CCN(CC1)C(C(C)C)=O N-(4-(4-amino-7-(1-isobutyrylpiperidin-4-yl)quinazolin-5-yl)phenyl)-1-isopropyl-2,4-dioxo-3-(pyridin-2-yl)-1,2,3,4-tetrahydropyrimidine-5-carboxamide-2,2,2-trifluoroacetate salt